CN1N=NC(=C1)CC=1NC2=C(C=NC=3C=CC(=CC23)C(F)(F)F)N1 2-[(1-methyl-1H-1,2,3-triazol-4-yl)methyl]-8-(trifluoromethyl)-1H-imidazo[4,5-c]quinoline